C(C)(C)(C)OC(=O)N1C(N[C@@H](C1)C(N(C)C1=C(C(=C(C=C1)F)Cl)F)=O)=O (S)-4-((3-chloro-2,4-difluorophenyl)(methyl)carbamoyl)-2-oxo-imidazolidine-1-carboxylic acid tert-butyl ester